BrC=1N=C(N2C1[C@H](N(CC2)C(=O)C2=C(C=C(C=C2)F)C)C)C2=NC(=NS2)C (R)-(1-bromo-8-methyl-3-(3-Methyl-1,2,4-thiadiazol-5-yl)-5,6-dihydroimidazo[1,5-a]pyrazin-7(8H)-yl)(4-Fluoro-2-methylphenyl)methanone